N-(3-(5-methylbenzo[d]oxazol-2-yl)phenyl)-2-(3-chlorophenyl)acetamide CC=1C=CC2=C(N=C(O2)C=2C=C(C=CC2)NC(CC2=CC(=CC=C2)Cl)=O)C1